(+/-)-cis-5-Amino-1-(2-(1-ethyl-1H-indol-2-yl)-1-methyl-1H-benzo[d]imidazol-5-carbonyl)piperidin-3-carboxamid N[C@@H]1C[C@@H](CN(C1)C(=O)C1=CC2=C(N(C(=N2)C=2N(C3=CC=CC=C3C2)CC)C)C=C1)C(=O)N |r|